(E)-N,2-bis(4-chlorophenyl)-1-methyl-6,7,8,9-tetrahydropyrido[1,2-a]pyrrolo[2,3-d]pyrimidine-4(1H)-imine ClC1=CC=C(C=C1)/N=C/1\C2=C(N=C3N1CCCC3)N(C(=C2)C2=CC=C(C=C2)Cl)C